hafnium dioxide aluminum [Al+3].[O-2].[O-2].[Hf+4]